[3,3'-bipyridine]-6-carbonitrile N1=CC(=CC=C1C#N)C=1C=NC=CC1